C(C1=CC=CC=C1)OC(=O)N[C@H](C(=O)O)CNC(=O)C=1N=CN(C1)CCC1=NC=2NCCCC2C=C1 (S)-2-(((benzyloxy)carbonyl)amino)-3-(1-(2-(5,6,7,8-tetrahydro-1,8-naphthyridin-2-yl)ethyl)-1H-imidazole-4-carboxamido)propionic acid